The molecule is an N-sulfonylurea that is urea in which a hydrogen attached to one of the nitrogens is replaced by a p-acetylphenylsulfonyl group, while a hydrogen attached to the other nitrogen is replaced by a cyclohexyl group. It has a role as a hypoglycemic agent and an insulin secretagogue. It is a N-sulfonylurea and a member of acetophenones. CC(=O)C1=CC=C(C=C1)S(=O)(=O)NC(=O)NC2CCCCC2